2-[[4-[3-(Aminocarbonyl)-1-piperidinyl]-6-[[(3,4,5-trimethoxyphenyl)methyl]amino]-2-pyrimidinyl]amino]-4-methyl-5-thiazolecarboxylic acid, ethyl ester NC(=O)C1CN(CCC1)C1=NC(=NC(=C1)NCC1=CC(=C(C(=C1)OC)OC)OC)NC=1SC(=C(N1)C)C(=O)OCC